2-(2,6-dichlorophenyl)-5-((4-(1,1-dioxidothiomorpholine-4-carbonyl)phenyl)amino)-2H-1,2,3-triazole-4-carboxamide ClC1=C(C(=CC=C1)Cl)N1N=C(C(=N1)C(=O)N)NC1=CC=C(C=C1)C(=O)N1CCS(CC1)(=O)=O